(S)-tert-Butyl 4-(6-chloro-7-(2-fluorophenyl)-1-(4-isopropylthiazol-5-yl)-2-oxo-1,2-dihydroquinazolin-4-yl)-3-methylpiperazine-1-carboxylate ClC=1C=C2C(=NC(N(C2=CC1C1=C(C=CC=C1)F)C1=C(N=CS1)C(C)C)=O)N1[C@H](CN(CC1)C(=O)OC(C)(C)C)C